OC1=C(C(=CC(=C1CN(C(C)=O)C)CCCCC)O)C1C(CCC(=C1)C)C(=C)C N-((2,6-dihydroxy-5'-methyl-4-pentyl-2'-(prop-1-en-2-yl)-1',2',3',4'-tetrahydro-[1,1'-biphenyl]-3-yl)methyl)-N-methylacetamide